NC(CC(NCCOCCOCCOC)=O)CC 14-amino-12-oxo-2,5,8-trioxa-11-azahexadecane